2-(2-(2,3,4,5-tetrahydrobenzo[b][1,4]oxazepine-5-carbonyl)-1H-pyrrol-1-yl)-4,6-bis(trifluoromethyl)nicotinonitrile O1C2=C(N(CCC1)C(=O)C=1N(C=CC1)C1=C(C#N)C(=CC(=N1)C(F)(F)F)C(F)(F)F)C=CC=C2